(2s,3s)-(-)-3-propyloxiranyl-methanol C(CC)[C@H]1[C@@H](O1)CO